NC1=NC=C(C2=C1C(=NN2C)C2=CC(=C(C=C2)NS(=O)(=O)C(F)F)O[C@@H](C)C2=CC=C(C=C2)F)C=2C=NN(C2)C2(COC2)CC#N (S)-N-(4-(4-amino-7-(1-(3-(cyanomethyl)oxetan-3-yl)-1H-pyrazol-4-yl)-1-methyl-1H-pyrazolo[4,3-c]pyridin-3-yl)-2-(1-(4-fluorophenyl)ethoxy)phenyl)-1,1-difluoromethanesulfonamide